3,3'-disulfanediyldiphenol S(SC=1C=C(C=CC1)O)C=1C=C(C=CC1)O